CC=1C(=CC(=NC1C(F)(F)F)S(=O)(=O)C)C=1C=NN(C1)CC(=O)N1CCN(CC1)C(=O)OC(C)(C)C tert-butyl 4-[2-[4-[5-methyl-2-methylsulfonyl-6-(trifluoromethyl)pyridin-4-yl]pyrazol-1-yl]acetyl]piperazine-1-carboxylate